N-(2-aminoethyl)-diethanolamine NCCN(CCO)CCO